CC=1C=C(C=2NC3=C(C=C(C=C3C2C1)C)Br)Br 3,6-dimethyl-1,8-dibromocarbazole